ClC=1C=2N(C=C(C1)NC(=O)C1=CC=C(C3=CN(N=C13)C)N1C[C@H]3CC[C@@H](C1)N3)C=C(N2)C N-{8-chloro-2-methylimidazo[1,2-a]pyridin-6-yl}-4-[(1R,5S)-3,8-diazabicyclo[3.2.1]octan-3-yl]-2-methylindazole-7-carboxamide